N1=CN=C(C(=C1)C(=O)O)C(=O)O.C(C(C)(C)C)O.C(C(C)(C)C)O dineopentanol 4,5-pyrimidinedicarboxylate